(3E)-1-bromo-14,14-dinonyloxy-3-tetradecene BrCC\C=C\CCCCCCCCCC(OCCCCCCCCC)OCCCCCCCCC